6-chloro-N-(1-phenylindazol-5-yl)pyrido[3,2-d]pyrimidin-4-amine ClC=1C=CC=2N=CN=C(C2N1)NC=1C=C2C=NN(C2=CC1)C1=CC=CC=C1